4-(tert-butyl)-5-chloro-2-methylphenyl trifluoromethanesulfonate FC(S(=O)(=O)OC1=C(C=C(C(=C1)Cl)C(C)(C)C)C)(F)F